BrC(C(=O)OCC)(C(=O)OCC)C diethyl 2-bromo-2-methyl-propanedioate